methyl 2-bromo-5-(bromomethyl)thiazole-4-carboxylate BrC=1SC(=C(N1)C(=O)OC)CBr